COC1=C2C(=NN(C2=CC=C1C(C(F)(F)F)OC)COCC[Si](C)(C)C)N 4-Methoxy-5-(2,2,2-trifluoro-1-methoxyethyl)-1-((2-(trimethylsilyl)ethoxy)methyl)-1H-indazol-3-amine